(R)-4-(4-(3-chloro-5-ethyl-2-methoxyphenyl)piperazin-1-yl)-3-hydroxybutannitrile ClC=1C(=C(C=C(C1)CC)N1CCN(CC1)C[C@@H](CC#N)O)OC